(S,E)-9-(4-((1-(4-(dimethylamino)-4-oxobut-2-en-1-yl)pyrrolidin-3-yl)oxy)phenyl)-8-(2-fluoro-4-methylphenyl)-6,7-dihydro-5H-benzo[7]annulene-3-carboxylic acid CN(C(C=CCN1C[C@H](CC1)OC1=CC=C(C=C1)\C\1=C(\CCCC2=C1C=CC(=C2)C(=O)O)/C2=C(C=C(C=C2)C)F)=O)C